FC=1C=NC2=CC(=NC(=C2C1)NC1CC2CCC(C1)N2CCC#N)NC2=NNC(=C2)C 3-((3-exo)-3-((3-fluoro-7-((5-methyl-1H-pyrazol-3-yl)amino)-1,6-naphthyridin-5-yl)amino)-8-azabicyclo[3.2.1]oct-8-yl)propionitrile